OCC1(C(NCC1)=O)NC(=O)C1=C(OC2=C1C=C(C=C2)OCC2=C(N=CS2)C)C N-(3-(hydroxymethyl)-2-oxopyrrolidin-3-yl)-2-methyl-5-((4-methylthiazol-5-yl)methoxy)benzofuran-3-carboxamide